C(CCCCCCCCCCCCCCC)N1C(C=2C(C1=O)=CC=CC2)=O N-hexadecylphthalimide